methyl-2-chloropyridin-3-amine CC1=C(C(=NC=C1)Cl)N